2-(2-amino-6-(((5,6-difluoro-1H-benzo[d]imidazol-2-yl)methyl)amino)-9H-purin-9-yl)-N-(1-ethyl-3-methyl-1H-pyrazol-5-yl)acetamide NC1=NC(=C2N=CN(C2=N1)CC(=O)NC1=CC(=NN1CC)C)NCC1=NC2=C(N1)C=C(C(=C2)F)F